CC(C1=CC(=C(C(=C1)OC)O)OC)O The molecule is a member of the class of benzyl alcohols that is ethanol substituted by a phenyl group at position 1 which in turn is substituted by methoxy groups at positions 3 and 5 and a hydroxy group at position 4 respectively. It is a member of phenols, a dimethoxybenzene and a member of benzyl alcohols.